OC=1C=C(C=CC1O)CCNC(C=C)=O N-(2-(3,4-dihydroxyphenyl)ethyl)acrylamide